C(C)(C)(C)OC(=O)N1COC([C@@H]1CCC(=O)O)=O (S)-3-(3-(tert-butoxycarbonyl)-5-oxooxazolidin-4-yl)propionic acid